VANILLATE C(C1=CC(OC)=C(O)C=C1)(=O)[O-]